1-methyl-7-(((1-methylcyclopropyl)amino)methyl)-1H-pyrrolo[3,2-b]pyridine-5-carboxylic acid CN1C=CC2=NC(=CC(=C21)CNC2(CC2)C)C(=O)O